(S)-1-(6-(3-hydroxypyrrolidin-1-yl)pyridin-3-yl)-1H-benzo[d]imidazol-2(3H)-one O[C@@H]1CN(CC1)C1=CC=C(C=N1)N1C(NC2=C1C=CC=C2)=O